(2E)-3-(3,4-dihydro-2H-1-benzopyran-6-yl)prop-2-enal O1CCCC2=C1C=CC(=C2)/C=C/C=O